6-((1,1,1-trifluoropropan-2-yl)oxy)pyrimidin FC(C(C)OC1=CC=NC=N1)(F)F